2-((6aS,8R)-8-((5-(chloromethyl)-4,6-dimethylpyrimidin-2-yl)oxy)-6a-(difluoromethyl)-5,6,6a,7,8,9-hexahydropyrrolo[1',2':4,5]pyrazino[2,3-c]pyridazin-2-yl)-6-fluorophenol ClCC=1C(=NC(=NC1C)O[C@@H]1C[C@@]2(N(C=3C(=NN=C(C3)C3=C(C(=CC=C3)F)O)NC2)C1)C(F)F)C